C1(C(CCCC)N1)=O α-caprolactam